tert-butyl (1-((3-((1-((2-(2,6-dioxopiperidin-3-yl)-1-oxoisoindolin-5-yl)methyl)piperidin-4-yl)oxy)phenyl)sulfonyl)piperidin-4-yl)carbamate O=C1NC(CCC1N1C(C2=CC=C(C=C2C1)CN1CCC(CC1)OC=1C=C(C=CC1)S(=O)(=O)N1CCC(CC1)NC(OC(C)(C)C)=O)=O)=O